FC=1C=CC(=C(C1)C(=O)N1[C@@H]2[C@@H](C[C@H](C1)C2)NC2=NC=C(N=C2)C(F)(F)F)C=2OC=CN2 (5-fluoro-2-(oxazol-2-yl)phenyl)((1S,4S,6R)-6-((5-(trifluoromethyl)pyrazin-2-yl)amino)-2-azabicyclo[2.2.1]heptan-2-yl)methanone